[Li+].C1(=NC=CC2=CC=CC=C12)C(=O)[O-] Isoquinoline-1-carboxylic acid lithium salt